N2-(1-((tertbutyldimethylsilyl)oxy)pentan-2-yl)-N4,N4-bis(4-methoxybenzyl)imidazo[2,1-f][1,2,4]triazine-2,4-diamine C(C)(C)(C)[Si](OCC(CCC)NC1=NN2C(C(=N1)N(CC1=CC=C(C=C1)OC)CC1=CC=C(C=C1)OC)=NC=C2)(C)C